BrC=1N=NC(=C2C1C=NC=C2)O 4-bromopyrido[3,4-d]pyridazin-1-ol